ClC1=NC(=NC(=N1)CF)N 4-chloro-6-(fluoromethyl)-1,3,5-triazin-2-amine